C(OC[C@H]1O[C@@]([C@H]2[C@@H]1OC(O2)(C)C)(C#N)C2=CC=C1C(=NC=NN12)NC(CCC)=O)(OCC(C)C)=O [(3aR,4R,6R,6aR)-4-[4-(butanoylamino)pyrrolo[2,1-f][1,2,4]triazin-7-yl]-4-cyano-2,2-dimethyl-6,6a-dihydro-3aH-furo[3,4-d][1,3]dioxol-6-yl]methyl isobutyl carbonate